N1=C(C=CC=C1)CCNCCC1=NC=CC=C1 N,N-bis-(2-pyridylethyl)amine